O[C@H]1[C@@H](CC1)NC1=NC(N(C2=CC(=CC=C12)C(F)(F)F)C1=CC=CC=C1)=O 4-((Trans-2-hydroxycyclobutyl)amino)-1-phenyl-7-(trifluoromethyl)quinazolin-2(1H)-one